(trans-3-(4-(5-chloroquinoxalin-2-yl)-3-cyclopropyl-1H-pyrazol-1-yl)cyclobutyl)methanol ClC1=C2N=CC(=NC2=CC=C1)C=1C(=NN(C1)[C@@H]1C[C@H](C1)CO)C1CC1